C(C1=CC=CC=C1)OC[C@@H](C(=O)N[C@H](C(C(C(=O)OCC1=CC=CC=C1)C)=O)CC(=C)C)NC(=O)OC(C)(C)C Benzyl (4S)-4-((S)-3-(benzyloxy)-2-((tert-butoxycarbonyl)amino)propanamido)-2,6-dimethyl-3-oxohept-6-enoate